N-(2-methylallyl)-N-phenylacetamide CC(CN(C(C)=O)C1=CC=CC=C1)=C